2-[1-(dimethylphosphoryl)cyclopropyl]pyrimidin-5-ol CP(=O)(C)C1(CC1)C1=NC=C(C=N1)O